(S)-1-(2-chloro-6-fluoro-4-methoxybenzyl)-3,4-dimethyl-2-oxo-N-(2,4,6-trifluorobenzyl)-1,2,3,4-tetrahydroquinazoline-7-carboxamide ClC1=C(CN2C(N([C@H](C3=CC=C(C=C23)C(=O)NCC2=C(C=C(C=C2F)F)F)C)C)=O)C(=CC(=C1)OC)F